ClC1=C(C(=CC=C1)F)[C@H]([C@@H](C)O)O 1-(2-chloro-6-fluorophenyl)-(R,R)-1,2-propanediol